phenoxyl-phenol O(C1=CC=CC=C1)C1=C(C=CC=C1)O